C(#C)C1(CN(CC1(F)F)C(=O)OC(C)(C)C)C tert-butyl 3-ethynyl-4,4-difluoro-3-methylpyrrolidine-1-carboxylate